O1CCN(CC1)C1=C(C=NC2=C(C=CC=C12)C1=C(C(=CC(=C1)F)F)F)NC(=O)[C@H]1CCOC2=CC=CC=C12 (4S)-N-[4-morpholino-8-(2,3,5-trifluorophenyl)-3-quinolyl]chromane-4-carboxamide